[2,5-bis(propan-2-yl)furan-3-yl]-3-{[2-(dimethylamino)ethyl][1-(propan-2-yl)-1H-pyrazol-4-yl]sulfamoyl}urea CC(C)C=1OC(=CC1NC(=O)NS(N(C=1C=NN(C1)C(C)C)CCN(C)C)(=O)=O)C(C)C